C(CC(O)(C(=O)O)CC(=O)O)(=O)O.FC1=CC=C(C=C1)S(=O)(=O)NC[C@@]1(CN(CC1)C(C)(C)C=1C=NC(=CC1)C)CCC=1SC(=CC1)F |o1:25| (S or R)-4-fluoro-N-((3-(2-(5-fluorothiophen-2-yl)ethyl)-1-(2-(6-methylpyridin-3-yl)propan-2-yl)pyrrolidin-3-yl)methyl)benzene-sulfonamide citrate